CCC(C(=O)O)(C)N=NC(C(=O)O)(C(C)(C)C)C.N(=NC(C(=O)O)(C)C)C(C(=O)O)(C)C 2,2'-azobis(2-methylpropionic acid) dimethyl-(dimethyl-2,2'-azobis(2-methylpropionate))